(4-(2-fluorophenoxy)-2-methylphenyl)(4-(((3R,6S)-6-(hydroxymethyl)tetrahydro-2H-pyran-3-yl)amino)-1H-pyrazolo[3,4-b]pyridin-3-yl)methanone FC1=C(OC2=CC(=C(C=C2)C(=O)C2=NNC3=NC=CC(=C32)N[C@H]3CO[C@@H](CC3)CO)C)C=CC=C1